2-fluoro-4-(((3S,4R)-1-((5-fluoropyridin-2-yl)sulfonyl)-4-hydroxy-4-((R)-1-hydroxyethyl)pyrrolidin-3-yl)oxy)benzonitrile FC1=C(C#N)C=CC(=C1)O[C@H]1CN(C[C@]1([C@@H](C)O)O)S(=O)(=O)C1=NC=C(C=C1)F